tert-butyl 3-(3-{2-[2-(2-{[2-(2,6-dioxopiperidin-3-yl)-1,3-dioxo-2,3-dihydro-1H-isoindol-4-yl]oxy}acetamido)ethoxy]ethoxy}propanamido)-3-(pyridin-2-yl)azetidine-1-carboxylate O=C1NC(CCC1N1C(C2=CC=CC(=C2C1=O)OCC(=O)NCCOCCOCCC(=O)NC1(CN(C1)C(=O)OC(C)(C)C)C1=NC=CC=C1)=O)=O